(1-(7-(8-ethyl-7-fluoro-3-hydroxynaphthalen-1-yl)-8-fluoro-2-(((2R,7aS)-2-fluorohexahydro-1H-pyrrolizin-7a-yl)methoxy)pyrido[4,3-d]pyrimidin-4-yl)azepan-3-yl)dimethylphosphine oxide C(C)C=1C(=CC=C2C=C(C=C(C12)C1=C(C=2N=C(N=C(C2C=N1)N1CC(CCCC1)P(C)(C)=O)OC[C@]12CCCN2C[C@@H](C1)F)F)O)F